tert-butyl ((7-(5-oxo-4,5-dihydro-1,2,4-oxadiazol-3-yl)-4-(4-(trifluoromethoxy)phenyl)benzo[d]thiazol-6-yl)methyl)carbamate O=C1NC(=NO1)C1=C(C=C(C=2N=CSC21)C2=CC=C(C=C2)OC(F)(F)F)CNC(OC(C)(C)C)=O